[13C](C)(=O)[O-] [1-13C]acetate